6-(2-chlorophenyl)-2-{[4-(octahydro-2H-pyrido[1,2-a]pyrazin-2-yl)phenyl]amino}imidazo[1,2-a]pyrimido[5,4-e]pyrimidin-5(6H)-one ClC1=C(C=CC=C1)N1C=2N(C3=C(C1=O)C=NC(=N3)NC3=CC=C(C=C3)N3CC1N(CC3)CCCC1)C=CN2